tert-butyl 6-[8-(1,3-benzothiazol-2-ylcarbamoyl)-3,4-dihydro-1H-isoquinolin-2-yl]-3-[(E)-3-[4-[[1-(2-ethoxy-2-oxo-ethyl)-4-piperidyl]methyl]phenoxy]prop-1-enyl]pyridine-2-carboxylate S1C(=NC2=C1C=CC=C2)NC(=O)C=2C=CC=C1CCN(CC21)C2=CC=C(C(=N2)C(=O)OC(C)(C)C)\C=C\COC2=CC=C(C=C2)CC2CCN(CC2)CC(=O)OCC